ClC1=C(CNC(=O)C2CC(C3=NC=CC=C32)=C)C=CC=C1C(F)(F)F N-(2-chloro-3-(trifluoromethyl)benzyl)-7-methylene-6,7-dihydro-5H-cyclopenta[b]pyridine-5-carboxamide